C(C)(C)(C)OC(=O)N1C[C@H](N(C[C@@H]1C)C(C(=O)O)C)C 2-((2R,5S)-4-(tert-butoxycarbonyl)-2,5-dimethylpiperazin-1-yl)propionic acid